di(4-methylphenyl) carbonate C(OC1=CC=C(C=C1)C)(OC1=CC=C(C=C1)C)=O